((2-fluoro-6-methylphenyl)amino)-3-((2-isopropyl-6-methoxy-1,2,3,4-tetrahydroisoquinolin-7-yl)amino)-1,2,4-triazine-6-carboxamide FC1=C(C(=CC=C1)C)NC=1N=C(N=NC1C(=O)N)NC1=C(C=C2CCN(CC2=C1)C(C)C)OC